2-[2-{N-hydroxyethyl-amino}ethoxy]-4,6-bis(trichloromethyl)-s-triazine OCCNCCOC1=NC(=NC(=N1)C(Cl)(Cl)Cl)C(Cl)(Cl)Cl